N1(CCC1)C1=NC(=C(C=N1)Br)CCCCCCCCCCCCCCCC azetidin-1-yl-5-bromo-6-hexadecylpyrimidine